C1(CC1)C(C)C1=CC(=NN1)C(=O)OC methyl 5-(1-cyclopropylethyl)-1H-pyrazole-3-carboxylate